N1-(6-methoxypyridin-2-yl)cyclohexane-1,4-diamine COC1=CC=CC(=N1)NC1CCC(CC1)N